BrC=1C(=[N+](C=C(C1)C(N(CC)CC)=O)[O-])C 3-bromo-5-(diethylcarbamoyl)-2-methylpyridine 1-oxide